tert-butyl 4-[3-(4,4,5,5-tetramethyl-1,3,2-dioxaborolan-2-yl)phenyl]pyrazole-1-carboxylate CC1(OB(OC1(C)C)C=1C=C(C=CC1)C=1C=NN(C1)C(=O)OC(C)(C)C)C